COC(OC)[SiH2]CCCCNC(NCCCC[SiH2]C(OC)OC)=O bis[4-dimethoxymethylsilylbutyl]urea